CCCCC/C=C\\C[C@H](/C=C/C=C\\C/C=C\\CCCC(=O)OC)OO The molecule is a fatty acid methyl ester resulting from the formal condensation of the carboxy group of 12(R)-HPETE with methanol. It is a fatty acid methyl ester and a lipid hydroperoxide. It derives from a 12(R)-HPETE and a methyl arachidonate. It is an enantiomer of a 12(S)-HPETE methyl ester.